NCC(CN1N=CN(C1=O)CC1=CC=C(S1)C=1C=C2CC(NC2=C(C1)F)=O)=C(F)F 5-[5-[[1-[2-(aminomethyl)-3,3-difluoro-allyl]-5-oxo-1,2,4-triazol-4-yl]methyl]-2-thienyl]-7-fluoro-indolin-2-one